13-methyl-10,16-heptacosadiene CC(CC=CCCCCCCCCC)CCC=CCCCCCCCCCC